C(#N)OC(=O)C1=CC=C(C=C1)C1=CC=CC=C1 cyano-[1,1'-biphenyl]-4-carboxylate